1-ethyl-2,4,6-trioxohexahydro-pyrimidine C(C)N1C(NC(CC1=O)=O)=O